FC(CC[C@@H]1CC[C@@H](N1C(=O)OC(C)(C)C)C(=O)OC)F 1-(tert-butyl) 2-methyl (2R,5S)-5-(3,3-difluoropropyl)pyrrolidine-1,2-dicarboxylate